monochlorofluoromethane ClCF